1-[2-(2-Ethyl-4-hydroxy-5-methyl-pyrazol-3-yl)oxazol-4-yl]-5-methyl-pyrazolo[3,4-c]pyridine-3-carboxamide C(C)N1N=C(C(=C1C=1OC=C(N1)N1N=C(C=2C1=CN=C(C2)C)C(=O)N)O)C